CC(C1(CC1)N)S 1-(methyl-sulfanyl-methyl)cyclopropaneamine